(S)-3-(4-(((S)-6-chloro-2,3-dihydrobenzo[b][1,4]dioxin-2-yl)methoxy)phenyl)-4-hexynoic acid ClC1=CC2=C(O[C@H](CO2)COC2=CC=C(C=C2)[C@H](CC(=O)O)C#CC)C=C1